CP(C1=C(SC(=C1P(C)C)CC)CC)C 3,4-bis(dimethylphosphino)-2,5-diethylthiophene